N-(3-chloro-5-(methylsulfonyl)phenyl)-4-(5-ethoxypyridin-2-yl)-5-methylthiophene-2-carboxamide ClC=1C=C(C=C(C1)S(=O)(=O)C)NC(=O)C=1SC(=C(C1)C1=NC=C(C=C1)OCC)C